C(CCCCCCCCC(=O)C1C(CC(CC1=O)(C)C)=O)(=O)C1C(CC(CC1=O)(C)C)=O 2,2'-decanedioylbis(5,5-dimethylcyclohexane-1,3-dione)